2-[2-(Cyclopropylmethylamino)-4-pyridyl]-N-[2-(4-formylcyclohexyl)-6-(1-hydroxy-1-methyl-ethyl)indazol-5-yl]oxazole-4-carboxamide C1(CC1)CNC1=NC=CC(=C1)C=1OC=C(N1)C(=O)NC1=CC2=CN(N=C2C=C1C(C)(C)O)C1CCC(CC1)C=O